C(C=C)OCC(C(=O)OC1=CC=CC=C1)=C phenyl α-allyloxymethylacrylate